2-(6-Ethylpyridin-3-yl)-3-fluoro-5-[({1-[2-fluoro-4-(trifluoromethyl)phenyl]cyclopropyl}carbonyl)amino]benzoic acid C(C)C1=CC=C(C=N1)C1=C(C(=O)O)C=C(C=C1F)NC(=O)C1(CC1)C1=C(C=C(C=C1)C(F)(F)F)F